C12C(CC(CC1)C(=O)O)C(=O)OC2=O trans-1,2,4-cyclohexanetricarboxylic acid-1,2-anhydride